tert-butyl (2S)-2-[(1S)-1-hydroxy ethyl]morpholine-4-carboxylate O[C@@H](C)[C@@H]1CN(CCO1)C(=O)OC(C)(C)C